C(C)OC(C=C1C2CN(CC1CC2)CC2=CC=CC=C2)=O 2-(3-benzyl-3-azabicyclo[3.2.1]oct-8-ylidene)acetic acid ethyl ester